1-[1-[5-[4-[2-(2,6-dioxo-3-piperidyl)-1-oxo-isoindolin-5-yl]piperazin-1-yl]-5-oxo-pentyl]-3-(trifluoromethyl)pyrazol-4-yl]-3-(7-tetrahydrofuran-2-ylpyrazolo[1,5-a]pyrimidin-6-yl)urea O=C1NC(CCC1N1C(C2=CC=C(C=C2C1)N1CCN(CC1)C(CCCCN1N=C(C(=C1)NC(=O)NC=1C=NC=2N(C1C1OCCC1)N=CC2)C(F)(F)F)=O)=O)=O